C(C)C(C(=O)OCF)(CC)NC(=O)C1=NC(=C(C=C1)N1CC(C1)OC)OC[C@H]1[C@@H](C1)CO (+)-trans-Fluoromethyl 2-ethyl-2-{[6-{[2-(hydroxymethyl)cyclopropyl]methoxy}-5-(3-methoxyazetidin-1-yl)pyridine-2-carbonyl]amino}butanoate